N-methyl-2-(4H-1,2,4-triazol-4-yl)ethylamine CNCCN1C=NN=C1